FC1=C(C=CC(=C1C=O)F)NS(=O)(=O)CCC N-(2,4-difluoro-3-formylphenyl)-1-propanesulfonamide